ClC=1C=C(C=NC1C1CC1)C(NC(=O)[C@H]1NC(NC1)=O)C1=C(C(=C(C=C1)F)Cl)F (4S)-N-[((S)-5-chloro-6-cyclopropyl-pyridin-3-yl)(3-chloro-2,4-difluoro-phenyl)methyl]-2-oxoimidazolidine-4-carboxamide